4-(2-fluoro-6-methoxyphenyl)-2-(4-methyl-6-(((S)-pyrrolidin-3-yl)amino)pyridin-2-yl)-2,3-dihydro-1H-pyrrolo[3,4-c]pyridin-1-one FC1=C(C(=CC=C1)OC)C1=NC=CC2=C1CN(C2=O)C2=NC(=CC(=C2)C)N[C@@H]2CNCC2